2-cyclohexylphosphine C1C(CCCC1)P